(1s,3s)-3-((2,2-difluoro-1-hydroxy-7-(trifluoromethylsulfanyl)-2,3-dihydro-1H-inden-4-yl)oxy)-1-methylcyclobutane-1-carbonitrile FC1([C@H](C2=C(C=CC(=C2C1)OC1CC(C1)(C#N)C)SC(F)(F)F)O)F